IC1=NN(C2=NC(=CN=C21)N2CCC(CC2)(C)CNC(OCC2=CC=CC=C2)=O)C2OCCCC2 Benzyl ((1-(3-iodo-1-(tetrahydro-2H-pyran-2-yl)-1H-pyrazolo[3,4-b]pyrazin-6-yl)-4-methylpiperidin-4-yl)methyl)carbamate